N4-(2-propylpentanoyl)-2'-deoxy-2',2'-difluorocytidine C(CC)C(C(=O)NC1=NC(N([C@H]2C([C@H](O)[C@@H](CO)O2)(F)F)C=C1)=O)CCC